ClC=1C=CC(=C(C1)C1=C(C(=CC=C1)C[C@@H]1N(C[C@@H]([C@@H]1NS(=O)(=O)CC)F)C(C(C)(C)O)=O)F)F N-[(2S,3R,4S)-2-[(5'-chloro-2,2'-difluoro[1,1'-biphenyl]-3-yl)methyl]-4-fluoro-1-(2-hydroxy-2-methylpropanoyl)pyrrolidin-3-yl]ethanesulfonamide